CO[Si](OC)(OC)COC(\C=C\C)=O trans-β-methylacrylic acid trimethoxysilylmethyl ester